N1(CCCCC1)Br piperidinobromide